methyl 5-(2-chloro-5-(difluoromethyl) phenyl)-1-((5-methyl-1,3,4-oxadiazol-2-yl) methyl)-2-oxo-1,2-dihydropyridine-4-carboxylate ClC1=C(C=C(C=C1)C(F)F)C=1C(=CC(N(C1)CC=1OC(=NN1)C)=O)C(=O)OC